6-(Dimethylamino)-N-(2-ethoxybenzene-1-sulfonyl)-4-fluoro-1-benzofuran-2-carboxamide CN(C1=CC2=C(C=C(O2)C(=O)NS(=O)(=O)C2=C(C=CC=C2)OCC)C(=C1)F)C